2-(2,6-Dioxopiperidin-3-yl)-5-((6-(4-(3-methylquinoxalin-2-yl)-1H-pyrazol-1-yl)hexyl)amino)isoindoline O=C1NC(CCC1N1CC2=CC=C(C=C2C1)NCCCCCCN1N=CC(=C1)C1=NC2=CC=CC=C2N=C1C)=O